CC=1C=C(C(=C2C(=CNC12)C=1C=NN(C1)C)CN1N=C2N=C(C=CC2=C1)C#N)S(=O)(=O)C 2-((7-methyl-3-(1-methyl-1H-pyrazol-4-yl)-5-(methylsulfonyl)-1H-indol-4-yl)methyl)-2H-pyrazolo[3,4-b]pyridine-6-carbonitrile